BrC1=CC=C(C=C1)N1C=2C=CC=CC2C(C2=CC=CC=C12)=S 10-(4-bromophenyl)acridine-9(10H)-thione